2-(5-fluoro-4'-methyl-[1,1'-biphenyl]-3-yl)acetic acid FC=1C=C(C=C(C1)C1=CC=C(C=C1)C)CC(=O)O